3-(2-hydroxyethyl)oxazolidin-2-one OCCN1C(OCC1)=O